CC1(CCC(CC1)O)N Trans-4-amino-4-methylcyclohexanol